C(#N)C1=CC=CC(=N1)C(=O)NC1=CC(=NN1C1=NC=C(C=C1)C)C1CCN(CC1)C(C)C 6-cyano-N-(3-(1-isopropylpiperidin-4-yl)-1-(5-methylpyridin-2-yl)-1H-pyrazol-5-yl)picolinamide